N2-(3-chloro-benzyl)-2-methyl-propane-1,2-diamine ClC=1C=C(CNC(CN)(C)C)C=CC1